C(C)(C)(C)OC(=O)N1CCC(=CC1)C1=C(C(=CC=C1)Cl)NC(=O)N1CCC(CC1)(C)C1=NOC(=N1)C1CC1 4-(3-chloro-2-{[4-(5-cyclopropyl-1,2,4-oxadiazol-3-yl)-4-methylpiperidine-1-carbonyl]amino}phenyl)-3,6-dihydropyridine-1(2H)-carboxylic acid tert-butyl ester